2-[(5R)-6-[(4aR,8aS)-3,4,4a,5,6,7,8,8a-octahydro-2H-quinolin-1-yl]-5-[(2,4-dimethoxyphenyl)methylamino]-6-oxo-hexyl]isoindoline-1,3-dione N1(CCC[C@H]2CCCC[C@H]12)C([C@@H](CCCCN1C(C2=CC=CC=C2C1=O)=O)NCC1=C(C=C(C=C1)OC)OC)=O